ClC1=CC(=CC=2COB(C21)O)N(C2=CC1=C(C(=C(O1)C1=CC=C(C=C1)F)C(=O)NC)C=C2C2CC2)S(=O)(=O)C 6-[(7-chloro-1-hydroxy-3H-2,1-benzoxaborol-5-yl)-methylsulfonylamino]-5-cyclopropyl-2-(4-fluorophenyl)-N-methyl-1-benzofuran-3-carboxamide